5-(trifluoromethoxy)oxyindole FC(OOC=1C=C2C=CNC2=CC1)(F)F